tert-butyl (3-((5-amino-2-chloropyrimidin-4-yl)amino)phenyl)carbamate NC=1C(=NC(=NC1)Cl)NC=1C=C(C=CC1)NC(OC(C)(C)C)=O